NCCCCC=1N=C(N(C1)C1=CC=CC=C1)C1=C(C(=O)N)C=CC=C1C=1C=NN(C1)C (4-(4-aminobutyl)-1-phenyl-1H-imidazol-2-yl)-3-(1-methyl-1H-pyrazol-4-yl)benzamide